C=O meth-anone